ClC1=C(C=CC=C1F)CC(=O)O 2-(2-chloro-3-fluoro-phenyl)acetic acid